C(C1=CC=CC=C1)(=O)N1CCC2(CCN(C2=O)CC2=C(C(=C(C=C2)F)F)F)CC1 8-benzoyl-2-(2,3,4-trifluorobenzyl)-2,8-diazaspiro[4.5]decan-1-one